C(CCC)C1=CC(=NN1C1=CC=C(C=C1)OC(F)(F)F)N1CCN(CC1)C(=O)OC(C)(C)C tert-butyl 4-[5-butyl-1-[4-(trifluoromethoxy)phenyl]pyrazol-3-yl]piperazine-1-carboxylate